S1SC(CCC1)O dithianol